tert-butyl 4-allyl-4-(N-(4-chloro-3-fluorophenyl)acrylamido)piperidine-1-carboxylate C(C=C)C1(CCN(CC1)C(=O)OC(C)(C)C)N(C(C=C)=O)C1=CC(=C(C=C1)Cl)F